2-(4-(2-(2,4-Dichlorophenyl)Vinyl)-1H-Imidazol-1-Yl)Benzimidazole ClC1=C(C=CC(=C1)Cl)C=CC=1N=CN(C1)C=1NC2=C(N1)C=CC=C2